FC1=C(C(=CC=C1)C)N1CCC(CC1)N1C(N(C=2C(C1)=CN(N2)C)CC2=C(C=CC=C2)OC(F)(F)F)=O 5-[1-(2-fluoro-6-methyl-phenyl)-piperidin-4-yl]-2-methyl-7-(2-trifluoromethoxy-benzyl)-2,4,5,7-tetrahydro-pyrazolo[3,4-d]pyrimidin-6-one